2-(1-(4-fluorobenzamido)ethyl)-5-(3-(trifluoromethyl)benzoyl)-5,6,7,8-tetrahydro-1,5-naphthyridin-1-ium 2,2,2-trifluoroacetate FC(C(=O)[O-])(F)F.FC1=CC=C(C(=O)NC(C)C2=[NH+]C=3CCCN(C3C=C2)C(C2=CC(=CC=C2)C(F)(F)F)=O)C=C1